N1=CC(=CC=C1)N1CCC2=CC(=C(C=C12)C(=O)OC)[N+](=O)[O-] methyl N-(pyridin-3-yl)-5-nitroindoline-6-carboxylate